2-[(3-chloro-4-fluorophenyl)-[[1-(4-fluorophenyl)cyclopropyl]methoxy]methyl]-5-methyl-4-methylsulfonyl-1H-imidazole ClC=1C=C(C=CC1F)C(C=1NC(=C(N1)S(=O)(=O)C)C)OCC1(CC1)C1=CC=C(C=C1)F